4-({4'-fluoro-[1,1'-biphenyl]-2-yl}amino)butanoyl-hydrazine FC1=CC=C(C=C1)C1=C(C=CC=C1)NCCCC(=O)NN